CN(C1=CC=C(C=CC2=CC=NC=C2)C=C1)C 4-(4-(dimethylamino)styryl)pyridine